O[C@@H]1[C@H](NCCC1)CCCN1C=NC=2N(C(NC(C12)=O)=O)C 7-(3-((2R,3S)-3-hydroxypiperidin-2-yl)propyl)-3-methyl-1H-purine-2,6(3H,7H)-dione